1-phenylethyl (R)-4-(6-(1-methyl-1H-pyrazol-4-yl) pyrazolo[1,5-a]pyridin-3-yl)-1,4-diazacycloheptane-1-carboxylate CN1N=CC(=C1)C=1C=CC=2N(C1)N=CC2N2CCN(CCC2)C(=O)OC(C)C2=CC=CC=C2